COC(C1CCN(CC1)C1=CC=C(C=C1)C1=C(CCCC=2C=3C(=NN(C3C=CC21)C2OCCCC2)F)CC(F)(F)F)OC 6-(4-(4-(dimethoxymethyl)piperidin-1-yl)phenyl)-1-fluoro-3-(tetrahydro-2H-pyran-2-yl)-7-(2,2,2-trifluoroethyl)-3,8,9,10-tetrahydrocyclohepta[e]indazole